2-(7-bromo-8-fluoroimidazo[1,5-a]pyridin-1-yl)-N-(6-(((6-cyclopropylimidazo[1,2-a]pyridin-2-yl)methyl)amino)pyrimidin-4-yl)acetamide BrC1=C(C=2N(C=C1)C=NC2CC(=O)NC2=NC=NC(=C2)NCC=2N=C1N(C=C(C=C1)C1CC1)C2)F